C(C1CCCO1)OC(C=C)=O.C(CCCCCCCCCCCCC)C=C(C(=O)O)C (tetradecyl methacrylate) tetrahydrofurfuryl-acrylate